C(C)N(C(OCCOC(N(CC)CC)=O)=O)CC ethane-1,2-diyl bis(diethylcarbamate)